2'-(4-chlorobenzyl)-1'-oxo-1',4'-dihydro-2'H-spiro[cyclobutane-1,3'-isoquinoline]-4'-carboxylic acid ClC1=CC=C(CN2C(C3=CC=CC=C3C(C23CCC3)C(=O)O)=O)C=C1